CC1(COC2=C1C=CC(=C2)C2CN(C2)C(=O)N2CC(CC2)C2=CC=NN2)C (+)-[3-(3,3-Dimethyl-2H-benzofuran-6-yl)azetidin-1-yl]-[3-(1H-pyrazol-5-yl)pyrrolidin-1-yl]methanone